BrC1=NC=2N(C(N(C(C2N1C)=O)CC=1N(C2=C(C=CC(=C2C1)Cl)F)C(=O)OC(C)(C)C)=O)C tert-Butyl 2-((8-bromo-3,7-dimethyl-2,6-dioxo-2,3,6,7-tetrahydro-1H-purin-1-yl)methyl)-4-chloro-7-fluoro-1H-indole-1-carboxylate